BrC=1C=C(CC2N(CCCC2NS(=O)(=O)CC)C(=O)OC(C)(C)C)C=CC1 tert-butyl 2-(3-bromobenzyl)-3-(ethylsulfonamido)piperidine-1-carboxylate